The molecule is a diterpenoid isolated from the aerial parts of Ajuga bracteosa. It has a role as a plant metabolite. It is a furofuran, an acetate ester, a diterpenoid, a spiro-epoxide and a cyclic acetal. C[C@@H]1C[C@@H]([C@@]2([C@@H]([C@@]1(C)[C@@H]3C[C@H]4C=CO[C@H]4O3)CC[C@@H]([C@]25CO5)OC(=O)C(C)C)COC(=O)C)OC(=O)C